1-azabicyclo[2.2.2]oct-3-yl [2-(4'-fluorobiphenyl-3-yl)propan-2-yl]carbamate FC1=CC=C(C=C1)C1=CC(=CC=C1)C(C)(C)NC(OC1CN2CCC1CC2)=O